C(C)C=1C=C2CC[C@@H](N(C2=CN1)S(=O)(=O)C=1C=CC(=C(C(=O)OC)C1)OCC1CCOCC1)C Methyl (S)-5-((6-ethyl-2-methyl-3,4-dihydro-1,7-naphthyridin-1(2H)-yl)sulfonyl)-2-((tetrahydro-2H-pyran-4-yl)methoxy)benzoate